9-(2-pyridinyl)-9H-carbazol-2-ol N1=C(C=CC=C1)N1C2=CC=CC=C2C=2C=CC(=CC12)O